1-N'-[4-(6,7-dimethoxy-pyrido[3,2-d]pyrimidin-4-yl)oxy-2-fluorophenyl]-1-N-(4-fluorophenyl)cyclopropane-1,1-dicarboxamide COC=1C(=CC=2N=CN=C(C2N1)OC1=CC(=C(C=C1)NC(=O)C1(CC1)C(=O)NC1=CC=C(C=C1)F)F)OC